C(C)(=O)OCC1=CC=C(C=C1)NC1=NC(=CC=C1[N+](=O)[O-])N1N=CC=N1 4-((3-Nitro-6-(2H-1,2,3-triazol-2-yl)pyridin-2-yl)amino)benzyl acetate